C(C)(=O)OCS\C(\NC1=C(C=CC(=C1)C)C(C)C)=N/N=C/C1=CC=C(C=C1)C1=NN(C(=C1C#N)NC(C1=CC=C(C=C1)OC(F)(F)F)=O)C [(Z)-N'-[(E)-[4-[4-cyano-1-methyl-5-[[4-(trifluoromethoxy)benzoyl]amino]pyrazol-3-yl]phenyl]methyleneamino]-N-(2-isopropyl-5-methyl phenyl)carbamimidoyl]sulfanylmethyl acetate